N,N'-diallylsuccinamide C(C=C)NC(CCC(=O)NCC=C)=O